ClCC(C(F)(F)F)Cl 1,2-dichloro-3,3,3-trifluoropropane